5-(oxazolo[4,5-b]pyridin-2-yl)thiazol-2-amine O1C(=NC2=NC=CC=C21)C2=CN=C(S2)N